BrC1=C(C=CC(=N1)C(CNC(=O)C1=NOC(=C1)C1=C(C=C(C=C1)F)F)(C)C=1C=NN(C1)C)OC N-[2-(6-bromo-5-methoxy-2-pyridyl)-2-(1-methylpyrazol-4-yl)propyl]-5-(2,4-difluorophenyl)isoxazole-3-carboxamide